[Br-].C(CCCCCCCCC)C1=NC2=CC=CC=C2C=C1 decyl-quinoline bromide